2-(3-chlorophenyl)-4,6-bis(tribromomethyl)-1,3,5-triazine ClC=1C=C(C=CC1)C1=NC(=NC(=N1)C(Br)(Br)Br)C(Br)(Br)Br